1-N'-(4-fluorophenyl)-1-N-[4-(6-methoxypyrido[3,4-d]pyrimidin-4-yl)oxyphenyl]cyclopropane-1,1-dicarboxamide FC1=CC=C(C=C1)NC(=O)C1(CC1)C(=O)NC1=CC=C(C=C1)OC=1C2=C(N=CN1)C=NC(=C2)OC